(S)-3-(5-fluoro-3'-methoxybiphenyl-3-yl)-3-(3-(4-hydroxy-1-methyl-2-oxo-1,2-dihydropyridin-3-yl)ureido)propanoic acid FC=1C=C(C=C(C1)C1=CC(=CC=C1)OC)[C@H](CC(=O)O)NC(=O)NC=1C(N(C=CC1O)C)=O